COC(=O)C=1C=NC=2C([C@H]3[C@](CC2C1)([C@H]1CC=C2[C@@H]4[C@H]([C@@H](CC[C@H]4CC[C@]2([C@@]1(CC3)C)C)C)C)C)(C)C (1S,2R,4aS,6aS,6bR,8aR,14aR,14bR,16bS)-12-(methoxycarbonyl)-1,2,6a,6b,9,9,14a-heptamethyl-1,2,3,4,4a,5,6,6a,6b,7,8,8a,9,14,14a,14b,15,16b-octadecahydrochryseno[1,2-g]Quinolin